The molecule is an icosanoid anion that is the conjugate base of 8,20-DiHETE arising from deprotonation of the carboxylic acid function; major species at pH 7.3. It is an omega-hydroxy fatty acid anion, an icosanoid anion, a long-chain fatty acid anion, a polyunsaturated fatty acid anion and a dihydroxyicosatetraenoate. It derives from an 8-HETE(1-). It is a conjugate base of an 8,20-DiHETE. C(CC/C=C\\C/C=C\\C=C\\C(C/C=C\\CCCC(=O)[O-])O)CCO